(3R,4S)-3-imidazo[4,5-c]quinolin-1-yl-2-methyl-pentane-2,4-diol N1(C=NC=2C=NC=3C=CC=CC3C21)[C@@H](C(C)(O)C)[C@H](C)O